FC(C=1C=C(C=C(C1)C(F)(F)F)C(CC(=O)C1=CC(=CC(=C1)C(F)(F)F)C(F)(F)F)=O)(F)F 1,3-bis(3,5-bis(trifluoromethyl)phenyl)propane-1,3-dione